2,4-difluoro-3,5-dichlorobenzamide FC1=C(C(=O)N)C=C(C(=C1Cl)F)Cl